COC1=NC=C(C=N1)CC=1C(C2=CC=CC=C2C(C1C)=O)=O 2-((2-methoxypyrimidin-5-yl)methyl)-3-methylnaphthalene-1,4-dione